BrC=1C(=C(C=CC1)CS(=O)(=O)[O-])F.[Na+] sodium (3-bromo-2-fluorophenyl)methanesulfonate